3-((3-(4-(2-(isobutylsulfonyl)phenoxy)-3-(trifluoromethyl)phenyl)-1,2,4-oxadiazol-5-yl)methyl)-8-methyl-1-(2-morpholinoethyl)-1,3,8-triazaspiro[4.5]Decane-2,4-dione C(C(C)C)S(=O)(=O)C1=C(OC2=C(C=C(C=C2)C2=NOC(=N2)CN2C(N(C3(C2=O)CCN(CC3)C)CCN3CCOCC3)=O)C(F)(F)F)C=CC=C1